(3-(3-((tert-butyldiphenylsilyl)oxy)-2,2-dimethylpropyl)-2-(2-(1-methoxyethyl)pyridin-3-yl)-1-(2,2,2-trifluoroethyl)-1H-indol-5-yl)boronic acid [Si](C1=CC=CC=C1)(C1=CC=CC=C1)(C(C)(C)C)OCC(CC1=C(N(C2=CC=C(C=C12)B(O)O)CC(F)(F)F)C=1C(=NC=CC1)C(C)OC)(C)C